FC1=C(N)C=C(C(=C1)C1=CC=C(C=C1)C1=CC=C(C=C1)OC(F)(F)F)F 2,5-difluoro-4-[4-[4-(trifluoromethoxy)phenyl]phenyl]aniline